O=CC(CC=O)NC(=O)C1=CC=C(C=C1)N1N=C(C=C1C)C 4-oxo-3-[[4-(3,5-dimethylpyrazol-1-yl)phenyl]formamido]-butanal